S(=O)(=O)(O/N=C/C=1C(=NC=NC1NC1=C(C=C(C=C1)OC(F)(F)F)F)Cl)O [(E)-[4-chloro-6-[2-fluoro-4-(trifluoromethoxy)anilino]pyrimidin-5-yl]methyleneamino] hydrogen sulfate